C(C1=CC=CC=C1)OC=1C(=C(NC2=CC(=C(C=C2)F)C)C=CC1F)Br 3-(benzyloxy)-2-bromo-4-fluoro-N-(4-fluoro-3-methylphenyl)aniline